C(C1=CC=CC=C1)(=O)C=1C(=CC(=C(C1)CC1=C(C=C(C(=C1)C(C1=CC=CC=C1)=O)O)OC)OC)O bis(5-Benzoyl-4-hydroxy-2-methoxyphenyl)methane